ClCOC(=O)N(C1=NC=CC=C1COC(CN(C)C(=O)OC(C)(C)C)=O)C (2-(((Chloromethoxy)carbonyl)(methyl)amino)pyridin-3-yl)methyl-N-(tert-butoxycarbonyl)-N-methylglycinate